[Se](=O)=O selenium di-oxide